5-((((4R)-4-((3R,10S,12S,13R)-3,12-Dihydroxy-10,13-dimethylhexadecahydro-1H-cyclopenta[a]phenanthren-17-yl)pentanoyl)oxy)methoxy)-5-oxo-2-(phosphonomethyl)pentanoic acid O[C@@H]1CC[C@@]2(C3C[C@@H]([C@@]4(C(CCC4C3CCC2C1)[C@@H](CCC(=O)OCOC(CCC(C(=O)O)CP(=O)(O)O)=O)C)C)O)C